C(CCCCC)C1=CC=C(C=C1)C=CC(=O)C1=C(C=C(C=C1)OC(=CC)CC)O 3-(4-Hexylphenyl)-1-(2-hydroxy-4-pent-2-en-3-yloxyphenyl)prop-2-en-1-one